ClC1=CC(=C(N=N1)OCCCSC)NCC1=C(C=C(C=C1)OC)OC 6-chloro-N-[(2,4-dimethoxyphenyl)methyl]-3-[3-(methylsulfanyl)propoxy]pyridazin-4-amine